(4-chloropyridin-3-yl)ethan-1-ol ClC1=C(C=NC=C1)C(C)O